6-((5-((3S,4S)-4-((tert-Butoxycarbonyl)amino)-3-methyl-2-oxa-8-azaspiro[4.5]decan-8-yl)pyrazin-2-yl)thio)-7-chloro-1H-indazole-1,3-dicarboxylic acid 1-tert-butyl 3-ethyl ester C(C)OC(=O)C1=NN(C2=C(C(=CC=C12)SC1=NC=C(N=C1)N1CCC2([C@@H]([C@@H](OC2)C)NC(=O)OC(C)(C)C)CC1)Cl)C(=O)OC(C)(C)C